lauric acid-1,12-13C2 [13C](CCCCCCCCCC[13CH3])(=O)O